2,2-difluoro-2-(3-fluorophenyl)-1-phenylethyl ((S)-1-(((S)-1-hydroxy-3-((S)-2-oxopyrrolidin-3-yl)propan-2-yl)amino)-4-methyl-1-oxopentan-2-yl)carbamate OC[C@H](C[C@H]1C(NCC1)=O)NC([C@H](CC(C)C)NC(OC(C(C1=CC(=CC=C1)F)(F)F)C1=CC=CC=C1)=O)=O